tert-butyl (1S,5R)-8-[3-methyl-2-oxo-1-(2-trimethylsilylethoxymethyl)benzimidazol-4-yl]-3,8-diazabicyclo[3.2.1]octane-3-carboxylate CN1C(N(C2=C1C(=CC=C2)N2[C@@H]1CN(C[C@H]2CC1)C(=O)OC(C)(C)C)COCC[Si](C)(C)C)=O